4-((S)-3-(dimethylamino)-3-((1s,3R)-3-(3-(trifluoromethyl)phenyl)cyclobutyl)piperidin-1-yl)-2,6-difluoro-N-(pyrimidin-4-yl)benzenesulfonamide CN([C@]1(CN(CCC1)C1=CC(=C(C(=C1)F)S(=O)(=O)NC1=NC=NC=C1)F)C1CC(C1)C1=CC(=CC=C1)C(F)(F)F)C